1-(5-bromo-2-(1H-tetrazol-5-yl)phenyl)pentan-1-ol BrC=1C=CC(=C(C1)C(CCCC)O)C1=NN=NN1